C[C@H]1CN(C[C@H](O1)C)C=1OC2=C(C=C(C=C2C(C1)=O)C)\C(\C)=N\S(=O)C(C)(C)C (NE)-N-[1-[2-[(2S,6R)-2,6-dimethylmorpholin-4-yl]-6-methyl-4-oxo-chromen-8-yl]ethylidene]-2-methyl-propane-2-sulfinamide